tert-butyl 4-(4-((tert-butoxycarbonyl) amino)thiazol-2-yl)piperidine-1-carboxylate C(C)(C)(C)OC(=O)NC=1N=C(SC1)C1CCN(CC1)C(=O)OC(C)(C)C